(5-(bis(4-methoxybenzyl)amino)-6-methyl-1-((2-(trimethylsilyl)ethoxy)methyl)-1H-pyrrolo[3,2-b]pyridin-2-yl)methanol COC1=CC=C(CN(C2=C(C=C3C(=N2)C=C(N3COCC[Si](C)(C)C)CO)C)CC3=CC=C(C=C3)OC)C=C1